C(C)N1C2N3CCC[C@@H]3C3CC(CCC3OCCCNCC3CNN(CC2)C13)F (6R)-N-ethyl-9-fluoro-13-oxa-2,17,21,22,25-pentaazapentacyclo[17.5.2.02,6.07,12.022,26]hexacosane